5-fluoro-6-methoxy-2-methyl-quinazoline-4-thiol FC1=C2C(=NC(=NC2=CC=C1OC)C)S